(S)-(4-(difluoromethyl)-2-(1-methyl-1H-imidazol-5-yl)oxazol-5-yl)(4-(5-methylbenzo[d]oxazol-2-yl)-6,7-dihydro-1H-imidazo[4,5-c]pyridin-5(4H)-yl)methanone FC(C=1N=C(OC1C(=O)N1[C@@H](C2=C(CC1)NC=N2)C=2OC1=C(N2)C=C(C=C1)C)C1=CN=CN1C)F